O1CCC(CC1)N1N=CC(=C1)C=1N=CC(=NC1)N(C(OCC(F)F)=O)[C@@H]1CC[C@H](CC1)NC1=NC=C(C(=N1)OC1COC1)C(F)(F)F 2,2-difluoroethyl (5-(1-(oxan-4-yl)-1H-pyrazol-4-yl)pyrazin-2-yl)(trans-4-((4-((oxetan-3-yl)oxy)-5-(trifluoromethyl)pyrimidin-2-yl)amino)cyclohexyl)carbamate